N2-(4-methoxy-3-((1-methylpiperidin-3-yl)methoxy)phenyl)-N4,6-dimethylpyrimidine-2,4-diamine COC1=C(C=C(C=C1)NC1=NC(=CC(=N1)NC)C)OCC1CN(CCC1)C